C(C)(C)(C)OC(NC1CCC(CC1)N1N=C2C=C(C(=CC2=C1)NC(=O)C1=NC(=CC=C1)C(F)(F)F)OC)=O ((1r,4r)-4-(6-methoxy-5-(6-(trifluoromethyl)pyridinecarboxamido)-2H-indazol-2-yl)cyclohexyl)carbamic acid tert-butyl ester